ClC1=C(CC2CNCC(C2=O)CC2=C(C=CC=C2)Cl)C=CC=C1 3,5-bis(2-chlorobenzyl)-4-piperidone